FC(C1(COC1)C(F)(F)F)(F)F 3,3-di(trifluoromethyl)oxetane